C(C)(C)(C)C=1N=CC(=NC1)NC=1C(=C(C=CC1)[C@@]1(CC(N(C(N1)=N)[C@@H]1CC(OCC1)(C)C)=O)C)Cl |o1:24| (6S)-6-{3-[(5-tert-Butylpyrazin-2-yl)amino]-2-chlorophenyl}-3-[(4S*)-2,2-dimethyltetrahydro-pyran-4-yl]-2-imino-6-methyl-hexahydropyrimidin-4-one